4-(4-chlorobutyl)morpholine ClCCCCN1CCOCC1